2-(3,5-dibromopyrazol-1-yl)acetic acid BrC1=NN(C(=C1)Br)CC(=O)O